5-(4-fluoro-2-methylphenyl)-1,6-dimethyl-4-oxopyridine-3-carboxamide FC1=CC(=C(C=C1)C=1C(C(=CN(C1C)C)C(=O)N)=O)C